C(N)(=O)C1=CC(=C2C=C(N(C2=C1)C)C(=O)O)C1=NN=C(N1)C1=CC(=NN1CC)C 6-carbamoyl-4-[5-(1-ethyl-3-methyl-1H-pyrazol-5-yl)-4H-1,2,4-triazol-3-yl]-1-methyl-1H-indole-2-carboxylic acid